COC(C1=C(C=CC(=C1)C)C1=NC=CC=N1)=O 5-methyl-2-(pyrimidin-2-yl)benzoic acid methyl ester